FC(C1=CC=C(C=C1)NC=1C(=CN=NC1)N1CCN(CC1)C(C=C)=O)(F)F 1-(4-(5-((4-(trifluoromethyl)phenyl)amino)pyridazin-4-yl)piperazin-1-yl)prop-2-en-1-one